1-(azepan-1-yl)prop-2-en-1-one N1(CCCCCC1)C(C=C)=O